2-fluoro-4-{[1,2,4]triazolo[1,5-c]pyrimidin-5-yl}benzonitrile FC1=C(C#N)C=CC(=C1)C1=NC=CC=2N1N=CN2